sodium dihydrogenphosphate-triethanolamine tert-Butyl-4-((6-((2-(hydroxymethyl)-4-methylphenoxy)methyl)pyridin-2-yl)methyl)piperidine-1-carboxylate C(C)(C)(C)OC(=O)N1CCC(CC1)CC1=NC(=CC=C1)COC1=C(C=C(C=C1)C)CO.N(CCO)(CCO)CCO.P(=O)(O)(O)[O-].[Na+]